sulfonatosuccinimide S(=O)(=O)([O-])C1C(=O)NC(C1)=O